N1(CCCCC1)CC1=CC=C2C=CC(=NC2=C1O)N\N=C/C1=NC=CC=C1 (Z)-7-(Piperidin-1-ylmethyl)-2-(2-(pyridine-2-ylmethylene)hydrazinyl)quinolin-8-ol